C(C(C)C)NC(CCCC(=O)O)=O 5-(isobutylamino)-5-oxopentanoic acid